1-(4-fluorobenzyl)-1H-pyrazole-4-carboxylic acid ethyl ester C(C)OC(=O)C=1C=NN(C1)CC1=CC=C(C=C1)F